C(C)(=O)NC=1C(=NC(=CC1)OC)C(=O)O 3-acetamido-6-methoxy-pyridine-2-carboxylic acid